N[C@H]1CC[C@H](CC1)C(=O)[O-] cis-4-aminocyclohexylformate